ethyl 2-(1-oxo-7-(((trifluoromethyl)sulfonyl)oxy)-2,3-dihydro-1H-inden-4-yl)acetate O=C1CCC2=C(C=CC(=C12)OS(=O)(=O)C(F)(F)F)CC(=O)OCC